[S-][S-].[Li+].[Li+] di-lithium di-sulfide